C1=CC=CC=2C3=CC=CC=C3C(C12)COC(=O)N[C@@H](C(=O)O)C (2R)-2-(9H-fluoren-9-ylmethoxycarbonylamino)propionic acid